trimethyllanthanum C[La](C)C